C(#N)C[C@H]1CN(CCN1C(C=C)=O)C1=CC(=NC(=N1)NCCN1CCN(CC1)C)C(=O)NC1=CC(=CC2=CC=CC=C12)O 6-[(3S)-3-(cyanomethyl)-4-prop-2-enoyl-piperazin-1-yl]-N-(3-hydroxy-1-naphthyl)-2-[2-(4-methylpiperazin-1-yl)ethylamino]pyrimidine-4-carboxamide